((1r,3r)-3-(4-(2-(4-((5-fluoro-2-(5-methyl-1,3,4-oxadiazol-2-yl)pyridin-3-yl)oxy)phenyl)propan-2-yl)phenoxy)cyclobutyl)tert-butyl carbamate C(N)(OC(CC1CC(C1)OC1=CC=C(C=C1)C(C)(C)C1=CC=C(C=C1)OC=1C(=NC=C(C1)F)C=1OC(=NN1)C)(C)C)=O